C(C)NC1(NC(=CC(=N1)O)C)NCC 2,2-diethylamino-6-methyl-4-hydroxypyrimidine